BrC1=CC=C(C=C1)C=1N=C(SC1)NC(C1=C(C=C(C=C1)F)NS(=O)(=O)C1=CC(=CC=C1)N(C)C)=O N-(4-(4-bromophenyl)thiazol-2-yl)-2-((3-(dimethylamino)phenyl)sulfonamido)-4-fluorobenzamide